2-(3-(1-(tert-butoxycarbonyl)piperidin-3-yl)-1H-pyrazolo[3,4-c]pyridin-1-yl)-5-fluorobenzoic acid C(C)(C)(C)OC(=O)N1CC(CCC1)C1=NN(C2=CN=CC=C21)C2=C(C(=O)O)C=C(C=C2)F